N,N-dimethyl-2-((2-(trimethylsilyl)ethoxy)methoxy)aniline CN(C1=C(C=CC=C1)OCOCC[Si](C)(C)C)C